((2-aminophenyl)amino)propyl carbamate C(N)(OCCCNC1=C(C=CC=C1)N)=O